C(C1=CC=CC=C1)C1=C(C=CC(=C1)C)S(=O)(=O)NC12CC(C1)C2 benzyl-N-(bicyclo[1.1.1]pentan-1-yl)-4-methylbenzenesulfonamide